CN(C(OC(C)(C)C)=O)CC(NC=1C=NN(C1)C)=O tert-butyl N-methyl-N-{[(1-methyl-1H-pyrazol-4-yl)carbamoyl]methyl}carbamate